[C@H]12CN(C[C@H](CC1)N2)C=2C1=C(N=C(N2)OC[C@H]2N(CCC2)C)CN(CC1)C1=C(C(=CC=C1F)F)C(F)F 4-((1R,5S)-3,8-diazabicyclo[3.2.1]octan-3-yl)-7-(2-(difluoromethyl)-3,6-difluorophenyl)-2-(((S)-1-methylpyrrolidin-2-yl)methoxy)-5,6,7,8-tetrahydropyrido[3,4-d]pyrimidine